5-methyl-1H-pyrazole-3-carbohydrazide CC1=CC(=NN1)C(=O)NN